2-[4-[12-(4-pyrimidin-2-ylpiperazin-1-yl)dodecyl]piperazin-1-yl]pyrimidine dihydrochloride Cl.Cl.N1=C(N=CC=C1)N1CCN(CC1)CCCCCCCCCCCCN1CCN(CC1)C1=NC=CC=N1